NC1=NC=NN2C1=C(C=C2C=2C=C(C(=NC2)OC)C(=O)N[C@@H]2CN(C[C@@H]2F)C(=O)OCC=C)C(F)(F)F prop-2-en-1-yl (3R,4S)-3-{5-[4-amino-5-(trifluoromethyl)pyrrolo[2,1-f][1,2,4]triazin-7-yl]-2-methoxypyridine-3-amido}-4-fluoropyrrolidine-1-carboxylate